1-amino-2-imidazolecarboxamide NN1C(=NC=C1)C(=O)N